2-(2,2-difluorovinyl)naphthylbenzene FC(=CC1=C(C2=CC=CC=C2C=C1)C1=CC=CC=C1)F